C(CCCCCCC\C=C/CCCCCCCC)(=O)OCC(COC(CCCCCCC\C=C/CCCCCCCC)=O)(COCC(CO)(CO)CO)CO dipentaerythritol dioleate